C1(=CC=CC=C1)S(=O)(=O)CCC(=O)C1=CC=C(C#N)C=C1 4-(3-(phenylsulfonyl)propanoyl)benzonitril